O=C([O-])[C@H](O)[C@H](O)[C@@H](O)[C@H](O)[C@H](O)CO.[Na+] sodium α-glucoheptonate